FC1=C(COC2=C(C#N)C(=CC=C2)NC2=NC(=NC=C2C)NC2=CC=C(C=C2)N2CCNCC2)C=CC=C1 2-((2-fluorobenzyl)oxy)-6-((5-methyl-2-((4-(piperazin-1-yl)phenyl)amino)pyrimidin-4-yl)amino)benzonitrile